tert-Butyl 4-fluoro-4-{1-[trans-4-(hydrazinylcarbonyl)cyclohexyl]-1H-1,2,3-triazol-4-yl}piperidine-1-carboxylate FC1(CCN(CC1)C(=O)OC(C)(C)C)C=1N=NN(C1)[C@@H]1CC[C@H](CC1)C(=O)NN